FC1=CC(=C(C=C1)C=1C2=C(C(=NC1C1=CC(=CC=C1)CNCC=C)C=1C=C3CCN(CC3=CC1)C(=O)OC(C)(C)C)C=CS2)OCCOC tert-butyl 6-[7-[4-fluoro-2-(2-methoxyethoxy) phenyl]-6-[3-[(prop-2-enylamino) methyl] phenyl] thieno[3,2-c]pyridin-4-yl]-3,4-dihydro-1H-isoquinoline-2-carboxylate